N1CC2(C=3C1=NC=CC3)CCC3=C(N=C(O3)C(=O)N)C2 1',2',6,7-tetrahydro-4H-spiro[benzo[d]oxazol-5,3'-pyrrolo[2,3-b]pyridine]-2-carboxamide